C(C)(C)(C)OC(=O)N1CC(C1)NC=1C=NC(=CC1)[C@H]1N([C@@H](CC2=C3C(=CC=C12)N(C(O3)=O)C(C3=CC=CC=C3)(C3=CC=CC=C3)C3=CC=CC=C3)C)CC(F)(F)F 3-((6-((6S,8R)-8-methyl-2-oxo-7-(2,2,2-trifluoroethyl)-3-trityl-2,3,6,7,8,9-hexahydrooxazolo[5,4-f]isoquinolin-6-yl)pyridin-3-yl)amino)azetidine-1-carboxylic acid tert-butyl ester